2-(4-methoxyphenylthio)acetic acid COC1=CC=C(C=C1)SCC(=O)O